C12C(C(C1)C2)NC2=NC(=NC=C2C(=O)N)NC2=C(C=C1CCN(CC1=C2)C)OC 4-[(bicyclo[1.1.1]pentan-2-yl)amino]-2-[(6-methoxy-2-methyl-1,2,3,4-tetrahydroisoquinolin-7-yl)amino]pyrimidine-5-carboxamide